The molecule is a thioxanthen-9-one compound having a methyl substituent at the 1-position and a 2-[(diethylamino)ethyl]amino substituent at the 4-position. Formerly used for the treatment of schistosomiasis. It is a prodrug, being metabolised to hycanthone. It has a role as a schistosomicide drug, an antineoplastic agent, a photosensitizing agent, an EC 5.99.1.2 (DNA topoisomerase) inhibitor, an EC 5.99.1.3 [DNA topoisomerase (ATP-hydrolysing)] inhibitor, a prodrug, an adjuvant and a mutagen. CCN(CC)CCNC1=C2C(=C(C=C1)C)SC3=CC=CC=C3C2=O